4-chloro-2,5-difluorobenzonitrile ClC1=CC(=C(C#N)C=C1F)F